BrC=1C=C(C(N(C1C)C1=NC=CC=C1)=O)C(=O)O 5-bromo-6-methyl-2-oxo-2H-[1,2'-bipyridine]-3-carboxylic acid